(3S,6S,8R,10aR)-N-((R)-6-fluoro-1,2,3,4-tetrahydronaphthalen-1-yl)-8-methoxy-6-((S)-2-(methylamino)propanamido)-5-oxodecahydropyrrolo[1,2-a]azocine-3-carboxamide FC=1C=C2CCC[C@H](C2=CC1)NC(=O)[C@@H]1CC[C@H]2N1C([C@H](C[C@@H](CC2)OC)NC([C@H](C)NC)=O)=O